1-(6-methoxy-3-(3-methoxy-2,2-dimethylpropionyl)pyridin-2-yl)piperidine COC1=CC=C(C(=N1)N1CCCCC1)C(C(COC)(C)C)=O